C(#C)C1=C2C(=CC(=CC2=CC=C1)O)C1=C(C=2N=C(N=C(C2C=N1)N1CC2CC3(CC3)C(C1)N2)OCC21CCCN1CCC2)F 5-ethynyl-4-(8-fluoro-4-(3,8-diazaspiro[bicyclo[3.2.1]octane-6,1'-cyclopropan]-3-yl)-2-((tetrahydro-1H-pyrrolizin-7a(5H)-yl)methoxy)pyrido[4,3-d]pyrimidin-7-yl)naphthalen-2-ol